BrC1=CC2=C(N=C(N=C2)N(C)C)N2C1=NCC2 6-bromo-N,N-dimethyl-8,9-dihydroimidazo[1',2':1,6]pyrido[2,3-d]pyrimidin-2-amine